(R)-N4-(sec-butyl)-N2-(2-methoxy-4-((4-morpholino-piperidin-1-yl)sulfonyl)phenyl)-7H-pyrrolo[2,3-d]pyrimidine-2,4-diamine [C@@H](C)(CC)NC=1C2=C(N=C(N1)NC1=C(C=C(C=C1)S(=O)(=O)N1CCC(CC1)N1CCOCC1)OC)NC=C2